ClC=1C=C(NC2=NC=C(C(=N2)N[C@H](CO)C2=CC=CC=C2)C2=NC(=NO2)C(F)F)C=CC1S(=O)(=O)C (2S)-2-[[2-(3-chloro-4-methylsulfonyl-anilino)-5-[3-(difluoromethyl)-1,2,4-oxadiazol-5-yl]pyrimidin-4-yl]amino]-2-phenyl-ethanol